FC(C=1C(=C(C=CC1)[C@@H](C)NC1=NN=C(C=2C1=CN(C(C2)=O)C2CN(CC2)C(=O)N2CCOCC2)C)F)F 4-(((R)-1-(3-(difluoromethyl)-2-fluorophenyl)ethyl)amino)-1-methyl-6-(1-(morpholin-4-carbonyl)pyrrolidin-3-yl)pyrido[3,4-d]pyridazin-7(6H)-one